C(C)(C)(C)OC(=O)N1C[C@@H](CC1)NCCCCCC1=CC=C2CCCN(C2=N1)C(=O)OC(C)(C)C tert-butyl (R)-7-(5-((1-(tert-butoxycarbonyl)pyrrolidin-3-yl)amino)pentyl)-3,4-dihydro-1,8-naphthyridine-1(2H)-carboxylate